N-(3-fluoro-7-(2-hydroxyethyl)-4-methyl-8-oxo-5,6,7,8-tetrahydronaphthalen-1-yl)acetamide FC=1C=C(C=2C(C(CCC2C1C)CCO)=O)NC(C)=O